FC=1C=C(CN2C[C@H](CCC2)C2=CC=NC=3N2N=C(C3C=O)C)C=CC1F (S)-7-(1-(3,4-Difluorobenzyl)piperidin-3-yl)-2-methylpyrazolo[1,5-a]pyrimidine-3-carbaldehyde